CC1=NOC(=C1C=1C=CC=2N(C1)C=C(N2)C(=O)N)C 6-(3,5-dimethylisoxazol-4-yl)imidazo[1,2-a]pyridine-2-carboxamide